(4-{[(6,7-dimethoxyquinazolin-4-yl)oxy]methyl}piperidin-1-yl)(imino)methyl-λ6-sulfanone COC=1C=C2C(=NC=NC2=CC1OC)OCC1CCN(CC1)[SH2](=O)C=N